Sec-butyl 2-(2-((4-(4-methoxyphenyl)-4-oxobutanoyl)oxy)ethyl)piperidine-1-carboxylate COC1=CC=C(C=C1)C(CCC(=O)OCCC1N(CCCC1)C(=O)OC(C)CC)=O